ClC1=CC2=C(C=N1)C(=C(N2)C2=C(C=CC=C2OC)F)C 6-chloro-2-(2-fluoro-6-methoxyphenyl)-3-methyl-1H-pyrrolo[3,2-c]pyridine